C(C)(C)(C)OC(=O)N1CC(C1)N1C=C(C=C1)N1N=C(C=2C1=NC=NC2N)C2=CC=C(C=C2)OC2=CC=CC=C2 3-(3-(4-amino-3-(4-phenoxyphenyl)-1H-pyrazolo[3,4-d]pyrimidin-1-yl)pyrrol-1-yl)azetidine-1-carboxylic acid tert-butyl ester